N[C@@H](C)C1=NC(=NN1C1=CC=C(C=N1)C#N)OC(C)C 6-[5-[(1S)-1-aminoethyl]-3-isopropoxy-1,2,4-triazol-1-yl]pyridine-3-carbonitrile